4,4-Difluoro-1-(3-nitrophenyl)piperidine FC1(CCN(CC1)C1=CC(=CC=C1)[N+](=O)[O-])F